[N+](=[N-])=CC(CC[C@@H](C(=O)OC(C)C)NC([C@H](CC1=CC=CC=C1)OC(C)C)=O)=O isopropyl (S)-6-diazo-2-((S)-2-isopropoxy-3-phenylpropanamido)-5-oxohexanoate